azo dihydride N=N